(7S)-4-(5-(5-fluoro-2-methoxypyridin-4-yl)-1H-pyrazole-3-carbonyl)-N-(3-(oxetan-3-yl)-3-azabicyclo[3.1.0]hexan-6-yl)-4-azaspiro[2.5]octane-7-carboxamide FC=1C(=CC(=NC1)OC)C1=CC(=NN1)C(=O)N1C2(CC2)C[C@H](CC1)C(=O)NC1C2CN(CC12)C1COC1